CCCCC/C=C\\C/C=C\\C/C=C\\C/C=C\\CCCC(=O)NCC(=O)O The molecule is biologically active derivative of anandamide It is a N-acylglycine and a fatty amide. It derives from an arachidonic acid. It is a conjugate acid of a N-arachidonoylglycinate.